1,5-diazabicyclo-[4.3.0]-5-nonene N12CCCN=C2CCC1